1-((6-methoxypyridin-3-yl)methyl)-4-(5-(4,5-dioxolan-2-yl)pyridin-2-yl)piperazine COC1=CC=C(C=N1)CN1CCN(CC1)C1=NC=C(C=C1)C1COOC1